ClC1=C(CC2C(N(CC2)C=C)=O)C=C(C=N1)F 3-(2-chloro-5-fluoro-nicotinyl)-1-vinyl-pyrrolidin-2-one